(3r,5s)-5-(6-chlorobenzo[d]thiazol-2-yl)pyrrolidin-3-ol hydrochloride Cl.ClC1=CC2=C(N=C(S2)[C@@H]2C[C@H](CN2)O)C=C1